COC(CCOCCOCCOCC1=CC=CC=C1)OC 2-[2-(3,3-dimethoxypropoxy)ethoxy]ethoxymethylbenzene